C(C1=CC=CC=C1)N1CC=2C(N=C3N(C2CC1)CCN3CC3=CC(=CC=C3)Cl)=O 7-Benzyl-3-(3-chlorobenzyl)-2,3,6,7,8,9-hexahydroimidazo[1,2-a]pyrido[3,4-e]pyrimidin-5(1H)-one